titanium (i) (3-((2-(4-methoxyphenyl)quinolin-4-yl)amino)propyl)-N1,N4-dimethylbutane-1,4-diamine trihydrochloride Cl.Cl.Cl.COC1=CC=C(C=C1)C1=NC2=CC=CC=C2C(=C1)NCCCC(CCCNC)NC.[Ti+]